C(C=CC1=CC=CC=C1)(=O)O.COC(C(=O)OCCCCCCCC)=CC1=CC=CC=C1 octyl methoxycinnamate (cinnamate)